CC(COC1=NC=CC=C1C)(C)NC(CC12CCCN2CCC1)=O N-(2-methyl-1-((3-methylpyridin-2-yl)oxy)propan-2-yl)-2-(tetrahydro-1H-pyrrolizin-7a(5H)-yl)acetamide